CC=1N=NNC1C 4,5-dimethyl-1,2,3-triazole